ClC=1C=C2C=NC(=NC2=CC1C1CCN(CC1)C[C@@H](O)C1=CC=CC=C1)NC=1C=NN(C1C)C1CC1 (1S)-2-(4-{6-chloro-2-[(1-cyclopropyl-5-methyl-1H-pyrazol-4-yl)amino]quinazolin-7-yl}piperidin-1-yl)-1-phenylethan-1-ol